2-(tert-butyl) 3,3-diethyl 1,2-oxaziridine-2,3,3-tricarboxylate O1N(C1(C(=O)OCC)C(=O)OCC)C(=O)OC(C)(C)C